ethyl 2-methyl-pentanoate CC(C(=O)OCC)CCC